FC=1C=C(C=CC1[N+](=O)[O-])N1C(CN(CC1)C(=O)OC(C)(C)C)=O tert-Butyl 4-(3-fluoro-4-nitrophenyl)-3-oxopiperazine-1-carboxylate